CC=1C=CN=C2C=CC(=NC12)O 8-methyl-1,5-naphthyridin-2-ol